tert-butyl 2-(3-hydroxypyrrolidin-3-yl)azetidine-1-carboxylate OC1(CNCC1)C1N(CC1)C(=O)OC(C)(C)C